propane-1,3-diyl bis(2-((tert-butoxycarbonyl) amino) acetate) C(C)(C)(C)OC(=O)NCC(=O)OCCCOC(CNC(=O)OC(C)(C)C)=O